2-hydroxypropylammonium trisformate C(=O)[O-].C(=O)[O-].C(=O)[O-].OC(C[NH3+])C.OC(C[NH3+])C.OC(C[NH3+])C